2,2'-bi-9H-carbazole C1=C(C=CC=2C3=CC=CC=C3NC12)C1=CC=2NC3=CC=CC=C3C2C=C1